tert-Butyl 2-((S)-2-(((benzyloxy)carbonyl)amino)-3-(1-methylcyclopropyl)propanoyl)-1-(((S)-2-oxopyrrolidin-3-yl)methyl)hydrazine-1-carboxylate C(C1=CC=CC=C1)OC(=O)N[C@H](C(=O)NN(C(=O)OC(C)(C)C)C[C@H]1C(NCC1)=O)CC1(CC1)C